N-([1,1'-biphenyl]-4-yl)-7,7-dimethyl-7H-benzo[c]fluoren-5-amine C1(=CC=C(C=C1)NC1=CC=2C(C=3C=CC=CC3C2C2=C1C=CC=C2)(C)C)C2=CC=CC=C2